FC(C(/C(=C(\C(C(C(F)(F)F)(F)F)(F)F)/C(F)(F)F)/F)(C(F)(F)F)F)(F)F (Z)-1,1,1,2,3,5,5,6,6,7,7,7-dodecafluoro-2,4-bis(trifluoromethyl)-3-heptene